[(2R,6R)-2-[[bis(4-methoxyphenyl)-phenyl-methoxy]methyl]-6-(5-methyl-2,4-dioxo-pyrimidin-1-yl)-1,4-dioxan-2-yl]methyl benzoate C(C1=CC=CC=C1)(=O)OC[C@]1(O[C@H](COC1)N1C(NC(C(=C1)C)=O)=O)COC(C1=CC=CC=C1)(C1=CC=C(C=C1)OC)C1=CC=C(C=C1)OC